3-chloro-1-(4-methyl-3-phenoxyphenyl)-2-oxo-1,2-dihydrothieno[2,3-b]pyrazine-6-carbaldehyde ClC=1C(N(C2=C(N1)SC(=C2)C=O)C2=CC(=C(C=C2)C)OC2=CC=CC=C2)=O